FC1=CC2=C3C(CCNC2=O)=C(NC3=C1)C1=CC=C(C=C1)CNC 8-fluoro-1,3,4,5-tetrahydro-2-[4-[(methylamino)methyl]phenyl]-6H-pyrrolo[4,3,2-ef][2]benzoazepin-6-one